chlorophenylacetylene ClC#CC1=CC=CC=C1